COC1=CC=C(C=C1)C(COC1=CC=CC=C1)=O 1-(4-methoxy-phenyl)-2-phenoxy-ethanone